O1COC2=CC3=C(N=C(S3)NC([C@@H](C)O)=O)C=C21 (R)-N-([1,3]dioxolo[4',5':4,5]benzo[1,2-d]thiazol-6-yl)-2-hydroxypropanamide